O=C1N(CCC1)C=1C=C2CCNC(C2=CC1)=O 6-(2-oxopyrrolidin-1-yl)-3,4-dihydroisoquinolin-1-one